(R)-3-Aminobutanoic acid methyl ester COC(C[C@@H](C)N)=O